C(O)(O)=O.ClC1=C(CN2CN=C(NC2)SCC2=C(C=CC=C2)CSC=2NCN(CN2)CC2=C(C=CC(=C2)Cl)Cl)C=C(C=C1)Cl 1,2-Bis{[5-(2,5-dichlorobenzyl)-1,4,5,6-tetrahydro-1,3,5-triazin-2-yl]thio}methyl-benzene Hydrogen-Carbonat